CC(CCC#CCCC(C)O)C 9-methyldec-5-yn-2-ol